(2R,4S)-N-(3-(5-fluoro-2-((3-meth-oxy-1-methyl-1H-pyrazol-4-yl)amino)pyrimidin-4-yl)-1H-indol-7-yl)-4-methoxy-1-(piperidin-4-yl)pyrrolidine-2-carboxamide FC=1C(=NC(=NC1)NC=1C(=NN(C1)C)OC)C1=CNC2=C(C=CC=C12)NC(=O)[C@@H]1N(C[C@H](C1)OC)C1CCNCC1